ClC1=CC(=C(C(=C1)C)B1OC(C(O1)(C)C)(C)C)OCOCC 2-(4-Chloro-2-(ethoxymethoxy)-6-methylphenyl)-4,4,5,5-tetramethyl-1,3,2-dioxaborolane